CCCCCCCC/C=C/CCCCC/C=C/C(=O)SCCNC(=O)CCNC(=O)[C@@H](C(C)(C)COP(=O)([O-])OP(=O)([O-])OC[C@@H]1[C@H]([C@H]([C@@H](O1)N2C=NC3=C(N=CN=C32)N)O)OP(=O)([O-])[O-])O The molecule is an octadecadienoyl-CoA(4-) obtained by deprotonation of the phosphate and diphosphate OH groups of (2E,9E)-octadecenoyl coenzyme A; major species at pH 7.3. It is a 2,3-trans-enoyl CoA(4-) and an octadecadienoyl-CoA(4-). It is a conjugate base of a (2E,9E)-octadecadienoyl-CoA.